N1[C@H](CCCCC1)COC=1C=C2COC(C2=CC1)=O |r| rac-5-(azepan-2-ylmethoxy)isobenzofuran-1(3H)-one